2,5-dichloro-4-(4'-chloro-[1,1'-biphenyl]-3-yl)pyrimidine ClC1=NC=C(C(=N1)C=1C=C(C=CC1)C1=CC=C(C=C1)Cl)Cl